6-(1-{piperidin-4-yl-[6-(trifluoromethyl)pyridin-3-yl]methyl}-1H-pyrazol-4-yl)[1,2,4]triazolo[1,5-a]pyridine-8-carboxamide N1CCC(CC1)C(N1N=CC(=C1)C=1C=C(C=2N(C1)N=CN2)C(=O)N)C=2C=NC(=CC2)C(F)(F)F